(S)-N-(5-(2-(cyclopropanecarboxamido)imidazo[1,2-b]pyridazin-6-yl)-2-methoxypyridin-3-yl)-3-phenylisoxazolidine C1(CC1)C(=O)NC=1N=C2N(N=C(C=C2)C=2C=C(C(=NC2)OC)N2OCC[C@H]2C2=CC=CC=C2)C1